1-Bromo-2-thiocyanatoethane BrCCSC#N